4-(dimethylamino)-2-fluorobutanoic acid hydrochloride Cl.CN(CCC(C(=O)O)F)C